1-(2-((2S,4R)-4-fluoro-2-(4-(5,6,7,8-tetrahydronaphthalen-2-yl)thiazol-2-ylcarbamoyl)pyrrolidin-1-yl)-2-oxoethyl)-5-(pyridazin-4-yl)-1H-indazole-3-carboxamide F[C@@H]1C[C@H](N(C1)C(CN1N=C(C2=CC(=CC=C12)C1=CN=NC=C1)C(=O)N)=O)C(NC=1SC=C(N1)C1=CC=2CCCCC2C=C1)=O